C(\C=C\CCCCCC)(=O)OC(CCCCCCCC(C)Br)CC (E)-6-bromoheptyl-3-pentanyl non-2-enoate